FC1=C(C=C(C(=C1)C1=NC(=CC=C1)OCC1=C(C=C(C=C1)B1OC(C(O1)(C)C)(C)C)F)F)CC=1N(C2=C(N1)C=CC(=C2)C(=O)OC(C)(C)C)CCOC tert-butyl 2-[[2,5-difluoro-4-[6-[[2-fluoro-4-(4,4,5,5-tetramethyl-1,3,2-dioxaborolan-2-yl)phenyl]methoxy]-2-pyridyl]phenyl]methyl]-3-(2-methoxyethyl)benzimidazole-5-carboxylate